CN1CCN(CC1)N 4-methyl-1-piperazineamine